(2R,3R)-3-methoxy-2-methyl-N-[(1S)-2-phenyl-1-(1,3-thiazol-2-yl)ethyl]-3-[(2S)-pyrrolidin-2-yl]propanamide, trifluoroacetic acid salt FC(C(=O)O)(F)F.CO[C@H]([C@H](C(=O)N[C@@H](CC1=CC=CC=C1)C=1SC=CN1)C)[C@H]1NCCC1